(2S,3S)-2-((2,3'-Difluorobiphenyl-3-yl)methyl)-3-((methylsulfonyl)amino)pyrrolidine-1-carbonyl chloride FC1=C(C=CC=C1C[C@@H]1N(CC[C@@H]1NS(=O)(=O)C)C(=O)Cl)C1=CC(=CC=C1)F